[2,2':6',2''-terpyridine]-6,6'-dicarboxylate N1=C(C=CC=C1C(=O)[O-])C=1NC(C=CC1)(C1=NC=CC=C1)C(=O)[O-]